bis[triisopropylsilylethynyl]tetramethyl-pentacene C(C)(C)[Si](C(C)C)(C(C)C)C#CC1=C2C(=C3C(=C(C(=C(C3=CC2=CC2=CC3=CC=CC=C3C=C12)C)C)C)C)C#C[Si](C(C)C)(C(C)C)C(C)C